tert-butyl 9-(4-amino-7-methyl-5-(5-(trifluoromethyl)-pyrimidin-2-yl)-7H-pyrrolo[2,3-d]pyrimidin-6-yl)-3-azaspiro[5.5]undec-8-ene-3-carboxylate NC=1C2=C(N=CN1)N(C(=C2C2=NC=C(C=N2)C(F)(F)F)C2=CCC1(CCN(CC1)C(=O)OC(C)(C)C)CC2)C